N1=CC=C(C=C1)N1C=C2C(N=CN=C2)=CC1=O 6-(pyridin-4-yl)pyrido[4,3-d]pyrimidin-7(6H)-one